C(C)C1=C2C(=CC(=CC2=CC=C1F)O)C1=C(C=2N=C(N=C(C2C=N1)N1[C@@H](CCCCC1)C)OC[C@]12CCCN2C[C@@H](C1)F)F 5-Ethyl-6-fluoro-4-(8-fluoro-2-(((2R,7aS)-2-fluorotetrahydro-1H-pyrrolizin-7a(5H)-yl)methoxy)-4-((R)-2-methylazepan-1-yl)pyrido[4,3-d]pyrimidin-7-yl)naphthalen-2-ol